N-(5-benzoyl-1,3-thiazol-2-yl)-2-methylpropanamide C(C1=CC=CC=C1)(=O)C1=CN=C(S1)NC(C(C)C)=O